COC1=CC(=NC2=C(N=CC=C12)C=1N(N=CC1)C1OCCCC1)N1[C@@H](COCC1)C 4-methoxy-2-((R)-3-methylmorpholin-4-yl)-8-[2-(tetrahydropyran-2-yl)-2H-pyrazol-3-yl]-[1,7]naphthyridine